tert-butyl N-[2-methyl-5-oxo-5-(3-thienyl)Pentyl]carbamate CC(CNC(OC(C)(C)C)=O)CCC(C1=CSC=C1)=O